2,6-dihydroxybenzylamine OC1=C(CN)C(=CC=C1)O